N-(2-(2-methoxyethoxy)ethyl)-3-methylpiperazine-1-Carboxamide COCCOCCNC(=O)N1CC(NCC1)C